3-(2-methoxyphenyl)thieno[3',2':4,5]benzo[1,2-d]isoxazole-4,8-dione COC1=C(C=CC=C1)C1=NOC2=C1C(C1=C(C2=O)C=CS1)=O